dithiophene dibromide [Br-].[Br-].S1C=CC=C1.S1C=CC=C1